[N+](=O)([O-])C=1C=C(C=CC1)CC(=S)N 2-(3-nitrophenyl)thioacetamide